5-bromo-2-(2-fluoro-4-methylphenyl)-1-{[2-(trimethylsilyl)ethoxy]methyl}-1H-pyrrole-3-carbonitrile BrC1=CC(=C(N1COCC[Si](C)(C)C)C1=C(C=C(C=C1)C)F)C#N